C1CCC2=C(C=3CCCC3C=C12)NC(=O)N=S(=O)(N)C1=CC2=C(CN(CC2)C)S1 N'-((1,2,3,5,6,7-hexahydro-s-indacen-4-yl)carbamoyl)-6-methyl-4,5,6,7-tetrahydrothieno[2,3-c]pyridine-2-sulfonimidamide